[1,2,4]triazolo[1,5-a]pyridine-7-sulfonamide N=1C=NN2C1C=C(C=C2)S(=O)(=O)N